OC1CN(CC1)C1=NC=C(C2=C1C=NN2)C(=O)N 4-(3-hydroxypyrrolidin-1-yl)-1H-pyrazolo[4,3-c]Pyridine-7-carboxamide